2,6,10,10-tetramethyl-1-oxa-spiro[4.5]dec-6-yl acetate C(C)(=O)OC1(C2(CCC(O2)C)C(CCC1)(C)C)C